N1C=C(C2=CC=CC=C12)CCNC(C1=C(C=CC=C1)Br)=O N-(2-(indol-3-yl)ethyl)-2-bromo-benzamide